3-iodo-4-methyl-5,6,7,8-tetrahydro-4H-pyrazolo[1,5-a]azepine IC=1C=NN2C1C(CCCC2)C